N-(3,5-dichlorophenethyl)acetamide ClC=1C=C(CCNC(C)=O)C=C(C1)Cl